N-[(3-Fluorophenyl)methyl]-2-methoxy-4-methyl-6-morpholin-4-yl-pyridine-3-carboxylic acid amide FC=1C=C(C=CC1)CNC(=O)C=1C(=NC(=CC1C)N1CCOCC1)OC